bis-[4-(methanesulfonyloxy)-3,5-dimethyl-phenyl]urea CS(=O)(=O)OC1=C(C=C(C=C1C)NC(NC1=CC(=C(C(=C1)C)OS(=O)(=O)C)C)=O)C